5-tert-butyl-N-[[2-chloro-4-[6-[4-[[4-[4-[(2,6-dioxo-3-piperidyl)amino]phenyl]-1-piperidyl]methyl]phenyl]pyrrolo[2,1-f][1,2,4]triazin-4-yl]phenyl]methyl]-1,2,4-oxadiazole-3-carboxamide C(C)(C)(C)C1=NC(=NO1)C(=O)NCC1=C(C=C(C=C1)C1=NC=NN2C1=CC(=C2)C2=CC=C(C=C2)CN2CCC(CC2)C2=CC=C(C=C2)NC2C(NC(CC2)=O)=O)Cl